(Z)-1-bromobut-2-ene BrC\C=C/C